Benzyl ((rac)-3-(tert-butoxy)-1-oxo-1-((4-(((S)-2-oxo-4-(trifluoromethyl)-imidazolidin-1-yl)methyl)pyridin-2-yl)amino)propan-2-yl)carbamate C(C)(C)(C)OC[C@H](C(NC1=NC=CC(=C1)CN1C(N[C@@H](C1)C(F)(F)F)=O)=O)NC(OCC1=CC=CC=C1)=O |&1:6|